ClC1=C(C=CC(=C1)C(F)(F)F)C=1CCCC2=C(C1C1=CC=C(C=C1)C=C1CN(C1)CCCF)C=CC(=C2)C(=O)O 8-(2-chloro-4-(trifluoromethyl)phenyl)-9-(4-((1-(3-fluoropropyl)azetidin-3-ylidene)methyl)phenyl)-6,7-dihydro-5H-benzo[7]annulene-3-carboxylic acid